3-(4-((2-(4-(4-amino-3-(4-phenoxyphenyl)-1H-pyrazolo[3,4-d]pyrimidin-1-yl)piperidine-1-yl)-2-oxoethyl)thio)-1-oxoisoindolin-2-yl)piperidine-2,6-dione NC1=C2C(=NC=N1)N(N=C2C2=CC=C(C=C2)OC2=CC=CC=C2)C2CCN(CC2)C(CSC2=C1CN(C(C1=CC=C2)=O)C2C(NC(CC2)=O)=O)=O